C(C1=CC=CC=C1)OC1=NC(=CC=C1NC1=CC(=C(C=C1F)N1CCC(CC1)(O)CC(=O)OC(C)(C)C)F)OCC1=CC=CC=C1 tert-butyl 2-[1-[4-[(2,6-dibenzyl oxy-3-pyridyl)amino]-2,5-difluoro-phenyl]-4-hydroxy-4-piperidyl]acetate